5-(isopropylamino)-4-hepten-3-one C(C)(C)NC(=CC(CC)=O)CC